C(CCC)P(=CC#N)(CCCC)CCCC 2-(tributyl-λ5-phosphanylidene)acetonitrile